C1(CCCCCC1)OC=1C=C2C=CC(=CC2=CC1)CN1CCCCC1 1-((6-(cycloheptyloxy)naphthalen-2-yl)methyl)piperidin